C(C)(C)(C)OC(=O)NCCC(=O)NC=1N=C(N(C1)C)C(=O)NCCC(=O)OC methyl 3-[(4-[3-[(tert-butoxycarbonyl)amino] propanamido]-1-methylimidazol-2-yl)formamido]propanoate